2-(1H-1,2,4-triazol-1-yl)ethanamine hydrochloride Cl.N1(N=CN=C1)CCN